BrC=1C=C(C=2N(C1)N=CN2)OCCOCCC(CCC(F)(F)F)NS(=O)C(C)(C)C N-(1-(2-((6-bromo-[1,2,4]triazolo[1,5-a]pyridin-8-yl)oxy)ethoxy)-6,6,6-trifluorohexan-3-yl)-2-methylpropane-2-sulfinamide